N[C@@H]1[C@@H]([C@H]2CC[C@@H](C1)N2C2=C(N=C1C(=N2)NN=C1C1=C(C2=C(N(N=C2C=C1)CC)Cl)F)CO)F {6-[(1R,2S,3S,5S)-3-amino-2-fluoro-8-azabicyclo[3.2.1]octan-8-yl]-3-(3-chloro-2-ethyl-4-fluoro-2H-indazol-5-yl)-1H-pyrazolo[3,4-b]pyrazin-5-yl}methanol